N12NCCC=C2CCC1 5-diazabicyclo(4.3.0)nonene